7-(4-((2,3-dihydrobenzo[b][1,4]dioxin-6-yl-2,2,3,3-d4)oxy)piperidin-1-yl)-3,8-dimethyl-4H-pyrimido[1,2-b]pyridazin-4-one O1C2=C(OC(C1([2H])[2H])([2H])[2H])C=C(C=C2)OC2CCN(CC2)C=2C(=CC=1N(N2)C(C(=CN1)C)=O)C